5-(3-(1-(8-amino-1-chloroimidazo[1,5-a]pyrazin-3-yl)ethyl)-5-chloro-2-ethoxy-6-methylphenyl)pyridin-2(1H)-one NC=1C=2N(C=CN1)C(=NC2Cl)C(C)C=2C(=C(C(=C(C2)Cl)C)C=2C=CC(NC2)=O)OCC